C(C)OC(C(CC(=O)C=1C=NC(=C(C1)F)N1CCC(CC1)(F)F)=O)=O.FC1(CCN(CC1)C1=C(C=C(C=N1)C1=CC(=NN1)C(=O)OCC)F)F ethyl 5-[6-(4,4-difluoropiperidin-1-yl)-5-fluoropyridin-3-yl]-1H-pyrazole-3-carboxylate Ethyl-4-[6-(4,4-difluoropiperidin-1-yl)-5-fluoropyridin-3-yl]-2,4-dioxobutanoate